C(C)(C)N(CCC[Ge](CCCN(C(C)C)C(C)C)CCCN(C(C)C)C(C)C)C(C)C Tri(3-diisopropylaminopropyl)germanium